COC(=O)C1=CC=C2[C@@H](N(C(N(C2=C1)CC1=C(C=CC=C1F)Cl)=O)C)C (S)-1-(2-chloro-6-fluorobenzyl)-3,4-dimethyl-2-oxo-1,2,3,4-tetrahydroquinazoline-7-carboxylic acid methyl ester